ClC1=NC=C(C(=N1)N1C=C(C2=CC(=CC=C12)[N+](=O)[O-])C)Cl 1-(2,5-dichloropyrimidin-4-yl)-3-methyl-5-nitro-indole